FC(C(C)(C(OC(C(F)(F)F)(C(F)(F)F)C(F)(F)F)(F)F)C(OC(C(F)(F)F)(C(F)(F)F)C(F)(F)F)(F)F)(OC(C(F)(F)F)(C(F)(F)F)C(F)(F)F)F 1,1,1-tris(perfluorotert-butoxymethyl)ethane